1,2-dimethyl-3-n-propyl-imidazolium iodide [I-].CN1C(=[N+](C=C1)CCC)C